OC(CO[N@+]1(CC=CC=C1)[O-])CN1CCCCC1 (E)-(S)-N-[2-hydroxy-3-(1-piperidinyl)-propoxy]-pyridin-1-oxide